FC(\C=C/OC)(F)C1(CCC2(OCCO2)CC1)OCC1=CC=C(C=C1)OC (Z)-8-(1,1-difluoro-3-methoxyallyl)-8-((4-methoxybenzyl)oxy)-1,4-dioxaspiro[4.5]Decane